3-[1-(Cyclobutylmethyl)-8-ethylamino-2-oxo-8-phenyl-1,3-diazaspiro[4.5]decan-3-yl]-2,2-dimethyl-propionamide C1(CCC1)CN1C(N(CC12CCC(CC2)(C2=CC=CC=C2)NCC)CC(C(=O)N)(C)C)=O